C(C1=CC=CC=C1)NC1=NC(=NC=C1F)NC1=CC2=C(B(OC2)O)C=C1 5-((4-(benzylamino)-5-fluoropyrimidin-2-yl)amino)benzo[c][1,2]oxaborole-1(3H)-ol